C(C)C=1C=C(C=CC1OCCN1C[C@H](NCC1)C)N1C(N(C(C1(C)C)=O)C1=CC(=C(C#N)C=C1)C(F)(F)F)=S (R)-4-(3-(3-ethyl-4-(2-(3-methylpiperazin-1-yl)ethoxy)phenyl)-4,4-dimethyl-5-oxo-2-thioxoimidazolidin-1-yl)-2-(trifluoromethyl)benzonitrile